CN[C@H]1CN(CC1)C1=NC(=NC(=C1)C1=CC=NN1)N (R)-4-(3-(methylamino)pyrrolidin-1-yl)-6-(1H-pyrazol-5-yl)pyrimidin-2-amine